COC=1C=C(C=CC1OC)C1=NOC(=N1)C1CCN(CC1)C(CNC(C1=CC=CC=C1)=O)=O N-(2-(4-(3-(3,4-dimethoxyphenyl)-1,2,4-oxadiazol-5-yl)piperidin-1-yl)-2-oxoethyl)benzamide